2,7-dibromo-9,9-spirobifluorene BrC1=CC=2C3(C4=CC(=CC=C4C2C=C1)Br)C1=CC=CC=C1C=1C=CC=CC13